6-Chloro-4-(3-(1-(2,6-dioxopiperidin-3-yl)-3-methyl-2-oxo-2,3-dihydro-1H-benzo[d]imidazol-4-yl)-3-azaspiro[5.5]undecan-9-yl)-7-fluoro-N,N-dimethyl-1H-indole-2-carboxamide ClC1=CC(=C2C=C(NC2=C1F)C(=O)N(C)C)C1CCC2(CCN(CC2)C2=CC=CC=3N(C(N(C32)C)=O)C3C(NC(CC3)=O)=O)CC1